C(C=C)(=O)N1C[C@H]2COC3=C(C(N2CC1)=O)C(=NC(=C3Cl)C3=C(C=CC=C3O)F)NC=3C(=NC=CC3C)C(C)C (6aS)-8-acryloyl-4-chloro-3-(2-fluoro-6-hydroxyphenyl)-1-((2-isopropyl-4-methylpyridin-3-yl)amino)-6,6a,7,8,9,10-hexahydro-12H-pyrazino[2,1-c]pyrido[3,4-f][1,4]oxazepin-12-one